5-(5-(3,5-dichlorophenyl)-5-(trifluoromethyl)-4,5-dihydroisoxazol-3-yl)-N-(1-((difluoromethyl)sulfonyl)azetidin-3-yl)-5,6-dihydro-4H-thieno[2,3-c]pyrrole-2-carboxamide ClC=1C=C(C=C(C1)Cl)C1(CC(=NO1)N1CC2=C(C1)C=C(S2)C(=O)NC2CN(C2)S(=O)(=O)C(F)F)C(F)(F)F